1-Benzyl-3-methylimidazolium hexafluorophosphat F[P-](F)(F)(F)(F)F.C(C1=CC=CC=C1)N1C=[N+](C=C1)C